1-(1H-benzimidazole-2-yl)-3-cyclohexylprop-2-en-1-one N1C(=NC2=C1C=CC=C2)C(C=CC2CCCCC2)=O